1-(tert-butyl)-6-cyclopropyl-1H-pyrazolo[3,4-d]pyrimidin-4-ol C(C)(C)(C)N1N=CC=2C1=NC(=NC2O)C2CC2